C1(CCCCC1)C[C@@H](C(=O)N[C@H](C=O)CCC(=O)N1CCOC2=C(C1)C=CC=C2)NC(=O)OC2CCN(CC2)C(=O)OC(C)(C)C tert-butyl 4-((((S)-3-cyclohexyl-1-(((S)-5-(2,3-dihydrobenzo[f][1,4]oxazepin-4(5H)-yl)-1,5-dioxopentan-2-yl)amino)-1-oxopropan-2-yl)carbamoyl)oxy)piperidine-1-carboxylate